CN1C(CC(C1)CNCC1=NC=C(C=C1)C#CC1=CC=C(C=C1)C1=CC(=NO1)CN1C(=NC=C1)[C@H](C)OC1OCCCC1)=O 1-methyl-4-((((5-((4-(3-((2-((1S)-1-((tetrahydro-2H-pyran-2-yl)oxy)ethyl)-1H-imidazol-1-yl)methyl)isoxazol-5-yl)phenyl)ethynyl)pyridin-2-yl)methyl)amino)methyl)pyrrolidin-2-one